ClC1=C(OC=2C=C3C(=NC2)N(N=C3)C=3C=C(SC3)C(=O)NC3COC3)C=CC=C1 4-(5-(2-chlorophenoxy)-1H-pyrazolo[3,4-b]pyridin-1-yl)-N-(oxetan-3-yl)thiophene-2-carboxamide